N=1N2C(=C(C1)C=1C(=CC(N(C1)C)=O)OCC)CCC2 5-(5,6-dihydro-4H-pyrrolo[1,2-b]-pyrazol-3-yl)-4-ethoxy-1-methylpyridin-2(1H)-one